C1CCC2=CC(=CC=C12)C1(NC(=NC2=CC=C(C=C12)N)C1=CC=CC2=CC=CC=C12)N 4-(2,3-dihydro-1H-indene-5-yl)-2-(naphthalen-1-yl)quinazoline-4,6-diamine